2-[3-(dimethylamino)phenyl][1,2,4]triazolo[1,5-c]quinazolin CN(C=1C=C(C=CC1)C1=NN2C=NC=3C=CC=CC3C2=N1)C